1-[2-chloro-4-[[5-[4-(difluoromethoxy)-2,3-difluoro-phenyl]-1-methyl-imidazole-2-carbonyl]amino]benzoyl]-N-[(3S,4R)-4-fluoropyrrolidin-3-yl]piperidine-4-carboxamide ClC1=C(C(=O)N2CCC(CC2)C(=O)N[C@H]2CNC[C@H]2F)C=CC(=C1)NC(=O)C=1N(C(=CN1)C1=C(C(=C(C=C1)OC(F)F)F)F)C